europium-terbium [Tb].[Eu]